(R)-5-Cyclopropyl-1-(3-(5-(3-hydroxy-1-methyl-2-oxopyrrolidin-3-yl)isoxazol-3-yl)phenyl)-1H-indazole-3-carboxamide C1(CC1)C=1C=C2C(=NN(C2=CC1)C1=CC(=CC=C1)C1=NOC(=C1)[C@]1(C(N(CC1)C)=O)O)C(=O)N